C(CCCCCCC)C(C(=O)OCCCCCCCN(CCCCCCCOC(C(CCCCCCCC)CCCCCCCC)=O)CCNC(CCC(=O)NCCN(CCCCCCCOC(C(CCCCCCCC)CCCCCCCC)=O)CCCCCCCOC(C(CCCCCCCC)CCCCCCCC)=O)=O)CCCCCCCC 7-[2-[[4-[2-[bis[7-(2-octyldecan-oyloxy)hept-yl]amino]-ethylamino]-4-oxo-butan-oyl]amino]-ethyl-[7-(2-octyldecan-oyloxy)hept-yl]amino]-heptyl 2-oct-yldecanoate